3',3'-difluoro-[1,4'-bipiperidine]-4-carboxylic acid FC1(CNCCC1N1CCC(CC1)C(=O)O)F